Vinyltriethoxysilan C(=C)[Si](OCC)(OCC)OCC